C(C)C=1C(NC=2C=C(C=NC2C1)CN1[C@H]2[C@@H](N(CC1)C=1C=CC(=NC1)C(=O)NC)COC2)=O 5-((4aS,7aR)-4-((7-ethyl-6-oxo-5,6-dihydro-1,5-naphthyridine-3-yl)methyl)hexahydrofuro[3,4-b]pyrazin-1(2H)-yl)-N-methylpyridine-2-carboxamide